Cl[Si](CCCC#N)(CC)Cl 4-[dichloro(ethyl)silyl]butanenitrile